C(C=C)(=O)OCCCCCCCCCCCCCCCC[Si](Cl)(Cl)Cl acryloxyhexadecyltrichlorosilane